4,6-dihydroxypyridine trisodium salt [Na].[Na].[Na].OC1=CC=NC(=C1)O